(R)-2-((5-(2-(6-amino-2-methylhexan-3-yl)-2,6-diazaspiro[3.4]oct-6-yl)-1,2,4-triazin-6-yl)oxy)-N-ethyl-5-fluoro-N-isopropylbenzamide NCCC[C@H](C(C)C)N1CC2(C1)CN(CC2)C=2N=CN=NC2OC2=C(C(=O)N(C(C)C)CC)C=C(C=C2)F